CN1CC(C1)(C)[C@@](C=1C=C(C=NC1)C1=NOC(=N1)CN1C(N(CC1)C)=O)(C1=CC=C(C=C1)C(C)C)O 1-(3-{5-[(R)-(1,3-dimethyl-azetidin-3-yl)-hydroxy-(4-isopropyl-phenyl)-methyl]-pyridin-3-yl}-[1,2,4]Oxadiazol-5-ylmethyl)-3-methyl-imidazolidin-2-one